Glycinamide HCl Cl.NCC(=O)N